ethyl 3-(2-(((tert-butoxycarbonyl)amino)methyl)-4-(4-(trifluoromethyl)phenyl)-3,4-dihydroquinoxalin-1(2H)-yl)propanoate C(C)(C)(C)OC(=O)NCC1N(C2=CC=CC=C2N(C1)C1=CC=C(C=C1)C(F)(F)F)CCC(=O)OCC